CC=1N=NN2C1C1=C(C(CC2)NC2=C(C#N)C=CC=C2)C=C(C=C1)C=1CCNCC1 2-((1-methyl-9-(1,2,3,6-tetrahydropyridin-4-yl)-6,7-dihydro-5H-benzo[c][1,2,3]triazolo[1,5-a]azepin-7-yl)amino)benzonitrile